1-(2-(5-(2-fluoro-4-(trifluoromethyl)pyridin-3-yl)isoindolin-2-yl)-2-oxoethyl)-1H-1,2,4-triazole-3-carbonitrile FC1=NC=CC(=C1C=1C=C2CN(CC2=CC1)C(CN1N=C(N=C1)C#N)=O)C(F)(F)F